methyl 2-[(2S)-2-(3-ethoxy-4-hydroxyphenyl)-3-[hydroxy-(2-methyl-4-prop-2-oxyphenyl) methylidene]-4,5-dioxopyrrolidin-1-yl]-4-methyl-1,3-thiazole-5-carboxylate C(C)OC=1C=C(C=CC1O)[C@@H]1N(C(C(C1=C(C1=C(C=C(C=C1)OC(C)C)C)O)=O)=O)C=1SC(=C(N1)C)C(=O)OC